2-(2-hydroxyphenyl)-4-(4-meth-oxyphenyl)-6-phenyl-1,3,5-triazine OC1=C(C=CC=C1)C1=NC(=NC(=N1)C1=CC=C(C=C1)OC)C1=CC=CC=C1